NC=1C=CC(=C(C(=O)NC(COC)C2=CC=CC3=CC=CC=C23)C1)C 5-Amino-N-(2-methoxy-1-(naphthalen-1-yl)ethyl)-2-methylbenzamide